Adenosine 5'-monophosphate monohydrate O.P(=O)(O)(O)OC[C@@H]1[C@H]([C@H]([C@@H](O1)N1C=NC=2C(N)=NC=NC12)O)O